N-(4-fluoro-3-((5-(5-fluoropyridin-3-yl)-2-((1-methyl-1H-pyrazol-4-yl)amino)pyrimidin-4-yl)amino)phenyl)acrylamide FC1=C(C=C(C=C1)NC(C=C)=O)NC1=NC(=NC=C1C=1C=NC=C(C1)F)NC=1C=NN(C1)C